tert-butyl (E)-4-(3-carbamoyl-2-(3,5-dimethoxy-4-styrylphenyl)-4,5,6,7-tetrahydropyrazolo[1,5-a]pyrimidin-7-yl)piperidine-1-carboxylate C(N)(=O)C=1C(=NN2C1NCCC2C2CCN(CC2)C(=O)OC(C)(C)C)C2=CC(=C(C(=C2)OC)\C=C\C2=CC=CC=C2)OC